tris(ethyl acetate) iron [Fe+3].C(C)CC(=O)[O-].C(C)CC(=O)[O-].C(C)CC(=O)[O-]